NC1=NC=CC=C1C1=NC=2C(=NC(=CC2)C2=NC=C(C=N2)C)N1C1=CC=C(CN2CCC(CC2)NC2=NC(=NC=C2)C#N)C=C1 4-((1-(4-(2-(2-Aminopyridin-3-yl)-5-(5-methylpyrimidin-2-yl)-3H-imidazo[4,5-b]pyridin-3-yl)benzyl)piperidin-4-yl)amino)pyrimidine-2-carbonitrile